isoquinolinecarbonitrile C1=CC=C2C(=C1)C=CN=C2C#N